5-chloro-2-fluoro-4-(((tetrahydro-2H-pyran-3-yl)methyl)amino)-N-(thiazol-2-yl)benzenesulfonamide vanadium [V].ClC=1C(=CC(=C(C1)S(=O)(=O)NC=1SC=CN1)F)NCC1COCCC1